NC=1N=CC(=NC1)C1=NN=C(S1)CC(C(=O)NC1=CC=C(C=C1)F)C1=C(C=C(C=C1)C(F)(F)F)C(F)(F)F ((5-(5-aminopyrazin-2-yl)-1,3,4-thiadiazol-2-yl)methyl)-2-(2,4-bis(trifluoromethyl)phenyl)-N-(4-fluorophenyl)acetamide